cyclopentanone-2-carbonylmethane C1(C(CCC1)C(=O)C)=O